ClC=1C(=NC(=NC1)NC1=CC(=C(C=C1OC)CC=O)C)NC1=C(C=CC=C1)S(=O)(=O)C(C)C 2-[4-[[5-chloro-4-(2-isopropylsulfonylanilino)pyrimidin-2-yl]amino]-5-methoxy-2-methyl-phenyl]acetaldehyde